C1CCC2=CC(=CC=C12)OCC=1C=C(C=CC1OC)/C=C/C(=O)C1=CC=C(C=C1)O (E)-3-[3-(2,3-Dihydro-1H-inden-5-yloxymethyl)-4-methoxyphenyl]-1-(4-hydroxyphenyl)prop-2-en-1-one